4-((2-cyano-4-fluorophenyl)thio)-6-(6-(pyrrolidin-1-yl)pyridin-3-yl)pyrazolo[1,5-a]pyridine-3-carbonitrile C(#N)C1=C(C=CC(=C1)F)SC=1C=2N(C=C(C1)C=1C=NC(=CC1)N1CCCC1)N=CC2C#N